4-{2-Cyclopropyl-6-[4-fluoro-6-({[(1-hydroxycyclobutyl)methyl](methyl)amino}methyl)-1-oxo-3H-isoindol-2-yl]pyridin-4-yl}-3-(4-methyl-1,2,4-triazol-3-yl)benzonitrile C1(CC1)C1=NC(=CC(=C1)C1=C(C=C(C#N)C=C1)C1=NN=CN1C)N1C(C2=CC(=CC(=C2C1)F)CN(C)CC1(CCC1)O)=O